N-(1-(5-(3-cyano-6-(2-hydroxy-2-methylpropoxy)pyrazolo[1,5-a]pyridin-4-yl)pyridin-2-yl)-4-methylpiperidin-4-yl)-3-methoxybenzamide C(#N)C=1C=NN2C1C(=CC(=C2)OCC(C)(C)O)C=2C=CC(=NC2)N2CCC(CC2)(C)NC(C2=CC(=CC=C2)OC)=O